(2S)-2-[4-chloro-2-(1-methyl-1H-pyrazol-4-yl)phenoxy]propionic acid ClC1=CC(=C(O[C@H](C(=O)O)C)C=C1)C=1C=NN(C1)C